N-hexyladenine ammonium chloride [Cl-].[NH4+].C(CCCCC)NC1=C2NC=NC2=NC=N1